2-(2-hydroxy-4-octyloxyphenyl)2H-benzotriazole OC1=C(C=CC(=C1)OCCCCCCCC)N1N=C2C(=N1)C=CC=C2